CC1=CC=CC2=C1OP(OC2=O)OC2=C(C=C(C=C2C(C)(C)C)C(C)(C)C)C2=C(C(=CC(=C2)C(C)(C)C)C(C)(C)C)OP2OC1=C(C3=C(O2)C(=CC(=C3)C(C)(C)C)C(C)(C)C)C=C(C=C1C(C)(C)C)C(C)(C)C 8-methyl-2-((3,3',5,5'-tetra-tert-butyl-2'-((2,4,8,10-tetra-tert-butyldibenzo[d,f][1,3,2]dioxaphosphepin-6-yl)oxy)-[1,1'-biphenyl]-2-yl)oxy)-4H-benzo[d][1,3,2]dioxaphosphinin-4-one